OC[C@@H](C(=O)OC)NC(=O)C=1N=C(SC1)N1CCC(CC1)C(=O)OC(C)(C)C Tert-butyl (s)-1-(4-((3-hydroxy-1-methoxy-1-oxopropan-2-yl)carbamoyl)thiazol-2-yl)piperidine-4-carboxylate